(3aR,5s,6aS)-N-[6-(2,4-dimethylpyrazol-3-yl)pyridazin-3-yl]-2-(2-methylbutyl)-3,3a,4,5,6,6a-hexahydro-1H-cyclopenta[c]pyrrol-5-amine CN1N=CC(=C1C1=CC=C(N=N1)NC1C[C@@H]2[C@@H](CN(C2)CC(CC)C)C1)C